ClC1=NN(C=C1N(C(CCS(=O)CCC(F)(F)F)=O)CC)C=1C=NC=CC1 N-[3-chloro-1-(3-pyridinyl)-1H-pyrazol-4-yl]-N-ethyl-3-[(3,3,3-trifluoropropyl)sulfinyl]propionamide